ClC=1C=C(C=CC1Cl)C(C1=NN=C(O1)C1CN(CC12CN(C2)C(=O)[C@@H]2C(C2)(F)F)C(=O)C=2C=NNC2)(F)F (8-(5-((3,4-dichlorophenyl)difluoromethyl)-1,3,4-oxadiazol-2-yl)-2-((R)-2,2-difluorocyclopropane-1-carbonyl)-2,6-diazaspiro[3.4]octan-6-yl)(1H-pyrazol-4-yl)methanone